tert-butyl 2-(1-bromo-6-chloro-9H-carbazol-2-ylamino)ethylcarbamate BrC1=C(C=CC=2C3=CC(=CC=C3NC12)Cl)NCCNC(OC(C)(C)C)=O